C(C)(C)(C)OC(=O)N1[C@H]([C@H](C(C1)(F)F)N)CC=1C(=C(C=CC1)C1=CC(=CC=C1)F)F |r| Rac-(2s,3r)-3-amino-2-[(2,3'-difluoro[1,1'-biphenyl]-3-yl)methyl]-4,4-difluoropyrrolidine-1-carboxylic acid tert-butyl ester